OC1(CC(C1)C(=O)N1CC2(C1)CC(C2)OC2=CC(=C(C=C2)C(F)(F)F)C)C ((1s,3s)-3-Hydroxy-3-methylcyclobutyl)(6-(3-methyl-4-(trifluoromethyl)phenoxy)-2-azaspiro[3.3]heptan-2-yl)methanone